sulfolane-d S1(=O)(=O)C(CCC1)[2H]